C(C)(C)(C)OC(=O)N1CCC(CC1)C=1C=C2C(=C(NC2=C(C1)F)C1=CC(=C(C=C1)OC)OC)CC 4-(2-(3,4-Dimethoxyphenyl)-3-ethyl-7-fluoro-1H-indol-5-yl)piperidine-1-carboxylic acid tert-butyl ester